6-(4,4-difluoroazepan-1-yl)-1-methyl-N-(3-sulfamoylphenyl)-1H-pyrrolo[2,3-b]pyridine-5-carboxamide FC1(CCN(CCC1)C1=C(C=C2C(=N1)N(C=C2)C)C(=O)NC2=CC(=CC=C2)S(N)(=O)=O)F